2-cyclopropyl-2,2-di-fluoroacetic acid C1(CC1)C(C(=O)O)(F)F